[Al].[Si].[S] sulfur silicon-aluminum